(R)-4-fluoro-N-((1-(4-(hydroxyamino)-4-oxo-1-(5,6,7,8-tetrahydronaphthalen-2-yl)butan-2-yl)-1H-1,2,3-triazol-4-yl)methyl)-N-methylbenzamide FC1=CC=C(C(=O)N(C)CC=2N=NN(C2)[C@H](CC2=CC=3CCCCC3C=C2)CC(=O)NO)C=C1